C(CC)[Si](CCC)(CCC)OS(=O)(=O)C(F)(F)F Tripropylsilyltrifluoromethansulfonat